(2,5-dimethyl-1H-imidazol-1-yl)aniline CC=1N(C(=CN1)C)NC1=CC=CC=C1